FC(C=1C=C(C=C(C1)C(F)(F)F)NC(NC1=CC(=CC(=C1)C(F)(F)F)C(F)(F)F)=O)(F)F di(3,5-bis(trifluoromethyl)phenyl)urea